C(C)[C@H]1N(C[C@@H](N(C1)C1=C2N=C(N(C2=NC(=N1)NN)C[C@H]1OCCC1)C)C)C(C1=CC=C(C#N)C=C1)C1=CC=C(C=C1)F 4-(((2R,5S)-2-Ethyl-4-(2-hydrazineyl-8-methyl-9-(((S)-tetrahydrofuran-2-yl)methyl)-9H-purin-6-yl)-5-methylpiperazin-1-yl)(4-fluorophenyl)methyl)benzonitrile